ClC=1C(=C(CN2CCC(CC2)(C(=O)O)CC2=NC(=CC=C2F)NC2=NNC(=C2)C)C=CC1F)F 1-(3-chloro-2,4-difluorobenzyl)-4-((3-fluoro-6-((5-methyl-1H-pyrazol-3-yl)amino)pyridin-2-yl)-methyl)piperidine-4-carboxylic acid